dithiooxalyl-diamine C(C(=S)N)(=S)N